2-(2-((3r,4r)-3-amino-4-fluoropiperidin-1-yl)-6-fluoro-1H-benzo[d]imidazol-1-yl)-N-(thiazol-2-yl)acetamide N[C@@H]1CN(CC[C@H]1F)C1=NC2=C(N1CC(=O)NC=1SC=CN1)C=C(C=C2)F